3-(6-((3-((4'-chloro-5,5-dimethyl-3,4,5,6-tetrahydro-[1,1'-biphenyl]-2-yl)methyl)-3,8-diazabicyclo[3.2.1]octane-8-yl)methyl)-1-oxoisoindolin-2-yl)piperidine-2,6-dione ClC1=CC=C(C=C1)C1=C(CCC(C1)(C)C)CN1CC2CCC(C1)N2CC2=CC=C1CN(C(C1=C2)=O)C2C(NC(CC2)=O)=O